(2-(((1S,2S)-2-hydroxycyclohexyl)amino)-8-((2-(trimethylsilyl)ethoxy)methyl)-5,6,7,8-tetrahydropyrimido[4',5':3,4]cyclohepta[1,2-b]indol-9-yl)dimethylphosphine oxide O[C@@H]1[C@H](CCCC1)NC=1N=CC2=C(C3=C(N(C=4C(=CC=CC34)P(C)(C)=O)COCC[Si](C)(C)C)CCC2)N1